N(=[N+]=[N-])CCCCC[C@@H](C(C)(C)C1=CC(=C(C(=C1)OC)[C@H]1C=C([C@@H]2C([C@H]1C2)(C)C)CN2C(C1=CC=CC=C1C2=O)=O)OC)C2=CC=CC=C2 2-(((1S,4S,5S)-4-(4-((R)-8-azido-2-methyl-3-phenyloctan-2-yl)-2,6-dimethoxyphenyl)-6,6-dimethylbicyclo[3.1.1]hept-2-en-2-yl)methyl)isoindoline-1,3-dione